titanium triisostearate isopropoxide titanium [Ti+4].CC([O-])C.C(CCCCCCCCCCCCCCC(C)C)(=O)[O-].C(CCCCCCCCCCCCCCC(C)C)(=O)[O-].C(CCCCCCCCCCCCCCC(C)C)(=O)[O-].[Ti+4]